CN1N=C(C2=CC=C(C=C12)C#N)C 1,3-dimethylindazole-6-carbonitrile